1-acetylpiperidin-4-yl ((((2R,3S,4R,5S)-5-(4-aminopyrrolo[2,1-f][1,2,4]triazin-7-yl)-2-cyano-3,4-dihydroxytetrahydrofuran-2-yl)methoxy)(phenoxy)phosphoryl)alaninate NC1=NC=NN2C1=CC=C2[C@H]2[C@@H]([C@@H]([C@@](O2)(C#N)COP(=O)(OC2=CC=CC=C2)N[C@@H](C)C(=O)OC2CCN(CC2)C(C)=O)O)O